O=C1NC(CCC1N1C(C2=CC=C(C=C2C1)NC(=O)N1CC(C2=CC=CC=C12)(C)C)=O)=O N-(2-(2,6-dioxopiperidin-3-yl)-1-oxoisoindolin-5-yl)-3,3-dimethylindoline-1-carboxamide